C(C)(C)(C)C1=CC=C(C=C1)NC(CN1C=2N(C(C(=C1CC)N1CCN(CC1)C(C1=C(C=NC=C1)O)=O)=O)N=C(N2)C2=CCCCCC2)=O N-(4-(tert-butyl)phenyl)-2-(2-(cyclohept-1-en-1-yl)-5-ethyl-6-(4-(3-hydroxyisonicotinoyl)piperazin-1-yl)-7-oxo-[1,2,4]triazolo[1,5-a]pyrimidin-4(7H)-yl)acetamide